4-(pyridin-2-yl)-N-(1H-pyrrolo[3,2-c]pyridin-6-yl)thiazol-2-amine N1=C(C=CC=C1)C=1N=C(SC1)NC1=CC2=C(C=N1)C=CN2